BrC1=CC(=C2NCC(NC2=C1F)=O)Cl 7-bromo-5-chloro-8-fluoro-3,4-dihydroquinoxalin-2(1H)-one